FC1=NNC=2C=CC3=C(C12)CCCC(=C3C3=CC=C(C=C3)N3CCC(CC3)C=O)C3=CC(=CC=C3)OC(F)(F)F 1-[4-[1-fluoro-7-[3-(trifluoromethoxy)phenyl]-3,8,9,10-tetrahydrocyclohepta[e]indazol-6-yl]phenyl]piperidine-4-carbaldehyde